[W].[Li] lithium-tungsten